C(#N)C(CNC=1C(=CC=C2C=CC(=CC12)C1=CC=CC(=N1)C(=O)NCC(=O)N1CCOCC1)OC)=C 6-{8-[(2-cyano-2-methylideneethyl)amino]-7-methoxynaphthalen-2-yl}-N-[2-(morpholin-4-yl)-2-oxoethyl]pyridine-2-carboxamide